N-(2-acetylphenyl)-2-(4-((3-methylquinolin-4-yl)amino)phenyl)acetamide C(C)(=O)C1=C(C=CC=C1)NC(CC1=CC=C(C=C1)NC1=C(C=NC2=CC=CC=C12)C)=O